[9-(1-octylnonoxy)-9-oxo-nonyl](2S)-4-[3-(dimethylamino)propanoyloxy]-1-(6-oxo-6-undecoxy-hexyl)pyrrolidine-2-carboxylate C(CCCCCCC)C(CCCCCCCC)OC(CCCCCCCCOC(=O)[C@H]1N(CC(C1)OC(CCN(C)C)=O)CCCCCC(OCCCCCCCCCCC)=O)=O